4-((7-methoxyquinolin-4-yl)oxy)-N'-(thiazol-2-ylmethyl)benzenesulfonimidamide COC1=CC=C2C(=CC=NC2=C1)OC1=CC=C(C=C1)S(=O)(N)=NCC=1SC=CN1